C(C)(C)(C)OC(=O)NC1=NC=CC2=CC=C(C=C12)N1N=C(C=C1C(=O)O)C(F)(F)F 1-(1-(tert-butoxycarbonylamino)isoquinolin-7-yl)-3-(trifluoromethyl)-1H-pyrazole-5-carboxylic acid